3-(dimethylamino)-1-(6-methylpyridin-2-yl)prop-2-en-1-one CN(C=CC(=O)C1=NC(=CC=C1)C)C